Dichloro-5,12-dimethyl-1,4,7,10,13-pentaazabicyclo[8.5.2]heptadecane Manganese(II) [Mn+2].ClC1(N2CCNC(CN(CCNCC(NC1)C)CC2)C)Cl